C(C1=CC=CC=C1)ONC1CN(C1)C1=C(C=C2C(C(=CN(C2=N1)C=1SC=CN1)C(=O)O)=O)F 7-{3-[(benzyloxy)amino]azetidin-1-yl}-6-fluoro-4-oxo-1-(1,3-thiazol-2-yl)-1,4-dihydro-1,8-naphthyridine-3-carboxylic acid